S1C2=C(C=C1C(=O)N1CCC(CC1)C1=CC=CC3=NC(N=C31)=O)CCCCC2 [1-[(5,6,7,8-tetrahydro-4H-cyclohepta[b]thien-2-yl)carbonyl]-4-piperidinyl]-2H-benzimidazol-2-one